[4-(6-Amino-pyridazin-3-yl)-piperidin-1-yl]-(3'-methoxy-biphenyl-4-yl)-methanone NC1=CC=C(N=N1)C1CCN(CC1)C(=O)C1=CC=C(C=C1)C1=CC(=CC=C1)OC